2-(3,5-dimethyl-4-(4-hydroxy-3-(isopropenyl)phenoxy)phenyl)-3,5-dioxo-2,3,4,5-tetrahydro-1,2,4-triazine-6-carbonitrile CC=1C=C(C=C(C1OC1=CC(=C(C=C1)O)C(=C)C)C)N1N=C(C(NC1=O)=O)C#N